tert-butyl 4-(5-(5-hydroxypent-1-yn-1-yl)pyridin-2-yl)piperazine-1-carboxylate OCCCC#CC=1C=CC(=NC1)N1CCN(CC1)C(=O)OC(C)(C)C